(S)-4-((1-(4-((2,3-dihydro-1H-inden-2-yl)oxy)-3-fluorophenyl)ethyl)amino)-2-ethyl-2,3-dihydro-1H-pyrrolo[3,4-c]pyridin-1-one C1C(CC2=CC=CC=C12)OC1=C(C=C(C=C1)[C@H](C)NC1=NC=CC2=C1CN(C2=O)CC)F